S1C2=C(C=C1)C=C(C=C2)C=2C=C1CCN(CC1=CC2)C(=O)NC2=CNC1=CC(=C(C=C21)F)F 6-(benzo[b]thiophen-5-yl)-N-(5,6-difluoro-1H-indol-3-yl)-3,4-dihydroisoquinoline-2(1H)-carboxamide